N-(2-chloroethyl)-4-cyclohexyl-benzenesulfonamide ClCCNS(=O)(=O)C1=CC=C(C=C1)C1CCCCC1